FC(C(=O)O)(F)F.FC(C(=O)O)(F)F.FC(C(=O)O)(F)F.N[C@@H](C(=O)N1CCN(CC1)C1CCN(CC1)C)CC=1C=C2C=NNC2=C(C1)C (R)-2-amino-3-(7-methyl-1H-indazol-5-yl)-1-(4-(1-methylpiperidin-4-yl)piperazin-1-yl)propan-1-one tristrifluoroacetate